3-amino-5-bromo-pyridine-2-carboxamide NC=1C(=NC=C(C1)Br)C(=O)N